COC1=C(OC2=CC(=CC(=C2C1=O)O)O[C@H]3[C@@H]([C@H]([C@@H]([C@H](O3)CO)O)O)O)C4=CC=C(C=C4)O The molecule is a glycosyloxyflavone that is 4',5,7-trihydroxy-3-methoxyflavone attached to a beta-D-glucopyranosyl residue at position 7 via a glycosidic linkage. It is isolated from the whole plant of Lepisorus contortus. It has a role as a metabolite. It is a dihydroxyflavone, a monomethoxyflavone, a monosaccharide derivative, a beta-D-glucoside and a glycosyloxyflavone. It derives from a kaempferol.